C(CCCCCCCCCCCCCCCCCC(C)C)NC(O)=O isoheneicosyl-carbamic acid